NC1CC(C1)OC1=C(C=CC=C1)C1=CC(=NN1)NC=1N=CC(=NC1)C#N 5-((5-(2-((1s,3s)-3-aminocyclobutoxy)phenyl)-1H-pyrazol-3-yl)amino)pyrazine-2-carbonitrile